3-(7-chloro-1H-benzo[d]imidazol-2-yl)-4,4-dimethylcyclopent-2-en-1-one ClC1=CC=CC2=C1NC(=N2)C2=CC(CC2(C)C)=O